C(C)(C)(C)[Si](OCCN)(C1=CC=CC=C1)C1=CC=CC=C1 2-((tertbutyldiphenylsilyl)oxy)ethan-1-amine